tolyl para-cymyl sulfone C1(=C(C=C(C=C1)C)S(=O)(=O)C=1C(=CC=CC1)C)C(C)C